C(C)(=O)C1=NN(C2=C(C=C(C=C12)C=1C=NC(=NC1)C)CF)CC(=O)N1[C@H]2C[C@]2(C[C@H]1C(=O)NC1=NC(=CC=C1C)Br)C (1S,3S,5S)-2-(2-(3-acetyl-7-(fluoromethyl)-5-(2-methylpyrimidin-5-yl)-1H-indazol-1-yl)acetyl)-N-(6-bromo-3-methylpyridin-2-yl)-5-methyl-2-azabicyclo[3.1.0]hexane-3-carboxamide